(2R)-N-[2-methyl-5-(5-methylfuran-2-yl)-[1,2,4]triazolo[1,5-c]pyrimidin-7-yl]pyrrolidine-2-carboxamide CC1=NN2C(=NC(=CC2=N1)NC(=O)[C@@H]1NCCC1)C=1OC(=CC1)C